tin (2S)-2-amino-3-[(3S)-2-oxopyrrolidin-3-yl]propanamide N[C@H](C(=O)N)C[C@H]1C(NCC1)=O.[Sn]